CS(=O)(=O)C=1C=C(C=CC1)/C=C/C(=O)N(C)OC (2E)-3-(3-methanesulfonylphenyl)-N-methoxy-N-methylprop-2-enamide